methyl 2-ethyl-7-fluoro-3-oxo-1,2,3,4-tetrahydroquinoxaline-6-carboxylate C(C)C1NC2=CC(=C(C=C2NC1=O)C(=O)OC)F